Cl.CC1=NC2=CC=CC=C2C(=N1)OCCCN1CC(CC1)(O)C=C 1-(3-((2-Methylquinazolin-4-yl)oxy)propyl)-3-vinylpyrrolidin-3-ol hydrochloride